(1R,2R)-1-(4-tert-butylphenyl)-2-(dibenzylamino)propan-1-ol C(C)(C)(C)C1=CC=C(C=C1)[C@H]([C@@H](C)N(CC1=CC=CC=C1)CC1=CC=CC=C1)O